CC1(C(NC2(C(OC1)CCCC2)C2=CC=CC=C2)=O)C 3,3-dimethyl-5a-phenyloctahydrobenzo[b][1,4]oxazepin-4(5H)-one